CC(C(CCCCC)=O)=O.[Ru] Ruthenium octanedione